O=C1NC(CC[C@H]1N1C(C2=CC=CC=C2C1=O)=O)=O 2-((R)-2,6-dioxopiperidin-3-yl)isoindole-1,3-dione